6-methyl-6,7-dihydropyrido[2,3-d]pyridazine-5,8-dione CN1NC(C2=C(C1=O)C=CC=N2)=O